N-methyl-5-(4-{4-[(4-oxo-3H-quinazolin-2-yl)methyl]piperidin-1-yl}piperidin-1-yl)pyridine-2-carboxamide CNC(=O)C1=NC=C(C=C1)N1CCC(CC1)N1CCC(CC1)CC1=NC2=CC=CC=C2C(N1)=O